8-bromo-N-(1-cyanocyclopropyl)-3-(5-(difluoromethyl)-1,3,4-thiadiazol-2-yl)-N-(4-methoxybenzyl)imidazo[1,2-a]pyridin-6-sulfonamide BrC=1C=2N(C=C(C1)S(=O)(=O)N(CC1=CC=C(C=C1)OC)C1(CC1)C#N)C(=CN2)C=2SC(=NN2)C(F)F